BrC1=C(C=CC(=C1)Cl)CBr 2-bromo-1-(bromomethyl)-4-chloro-benzene